N-(6-(3-(5H-pyrido[4,3-b]indol-7-yl)propanamido)hexyl)-4-((N-(2,3-dihydrobenzo[b][1,4]dioxin-6-yl)propionamido)methyl)benzamide C1=NC=CC=2NC=3C=C(C=CC3C21)CCC(=O)NCCCCCCNC(C2=CC=C(C=C2)CN(C(CC)=O)C2=CC1=C(OCCO1)C=C2)=O